(oxetan-3-ylamino)-5H-pyrido[3,2-b]indole-3-carboxamide O1CC(C1)NC=1C(=CC=2NC=3C=CC=CC3C2N1)C(=O)N